3-((4-(heptyloxy)phenyl)sulfonyl)-4-(4-(4-methyl-1,4-diazepan-1-yl)piperidin-1-yl)-6-(methylsulfinyl)quinoline C(CCCCCC)OC1=CC=C(C=C1)S(=O)(=O)C=1C=NC2=CC=C(C=C2C1N1CCC(CC1)N1CCN(CCC1)C)S(=O)C